(2R)-3-bromo-2-hydroxy-2-methylpropionic acid BrC[C@](C(=O)O)(C)O